C(C)(C)(C)OC(=O)N1[C@@H](C[C@@](C1)(COC)F)C(=O)O (2S,4R)-1-(tert-butoxycarbonyl)-4-fluoro-4-(methoxymethyl)pyrrolidine-2-carboxylic acid